BrC1=NN(C=2C1=NC=C(C2)CO)C2CCCC2 (3-bromo-1-cyclopentyl-1H-pyrazolo[4,3-b]pyridin-6-yl)methanol